Natrium peroxomonosulfat S(=O)(=O)(O[O-])[O-].[Na+].[Na+]